ClC1=CNC2=NC=CC(=C21)OC2=CC(=C(C=C2)NC(=O)NC2=CC(=C(C=C2)CN2CCN(CC2)C)Cl)F 1-(4-((3-chloro-1H-pyrrolo[2,3-b]pyridin-4-yl)oxy)-2-fluorophenyl)-3-(3-chloro-4-((4-methylpiperazin-1-yl)methyl)phenyl)urea